NC1=C(C(=NN1C)C1CC2CC3(CC2C1)CN=C(O3)C(F)(F)F)C(=O)NC3=CC(=C(C=C3)F)Cl 5-Amino-N-(3-chloro-4-fluorophenyl)-1-methyl-3-(2-(trifluoromethyl)-3',3a',4',5',6',6a'-hexahydro-1'H,4H-spiro[oxazole-5,2'-pentalen]-5'-yl)-1H-pyrazole-4-carboxamide